2,2'-Methylenebis[4-(1,1,3,3-tetramethylbutyl)-6-benzotriazol-2-ylphenol] C(C1=C(C(=CC(=C1)C(CC(C)(C)C)(C)C)N1N=C2C(=N1)C=CC=C2)O)C2=C(C(=CC(=C2)C(CC(C)(C)C)(C)C)N2N=C1C(=N2)C=CC=C1)O